(2S)-N-(4-Fluorophenyl)-2-{1-[(2S)-oxolan-2-carbonyl]-1,2,3,4-tetrahydrochinolin-6-yl}propanamid FC1=CC=C(C=C1)NC([C@@H](C)C=1C=C2CCCN(C2=CC1)C(=O)[C@H]1OCCC1)=O